ClC1=C(C(=C(N=N1)C1=C(C=O)C=CC=C1OCOCC)C1CCCCC1)C1CCCCC1 (6-chloro-4,5-dicyclohexylpyridazin-3-yl)-3-(ethoxymethoxy)benzaldehyde